BrC1=CC(=C(C(=O)Cl)C=C1)C1=CCC2(CC2)CC1 4-bromo-2-spiro[2.5]oct-5-en-6-yl-benzoyl chloride